N-indan-2-yl-2-pyridazin-3-yl-pyrazolo[1,5-a]pyrimidine-7-carboxamide C1C(CC2=CC=CC=C12)NC(=O)C1=CC=NC=2N1N=C(C2)C=2N=NC=CC2